BrC=1N(N=C2C1N=C(N=C2N[C@H](C)C=2C=NC1=CC=CC=C1C2)N2CCN(CC2)C(C)=O)C(C)C 1-{4-[3-bromo-2-isopropyl-7-((R)-1-quinolin-3-yl-ethylamino)-2H-pyrazolo[4,3-d]pyrimidin-5-yl]-piperazin-1-yl}-ethanone